C(C)(C)(C)OC(=O)NCCC(=O)O (tert-butoxycarbonyl)-β-alanine